The molecule is an acyl-CoA oxoanion arising from deprotonation of the phosphate and diphosphate OH groups of trans-dec-2-enoyl-CoA; major species at pH 7.3. It has a role as a human metabolite and a Saccharomyces cerevisiae metabolite. It is a medium-chain fatty acyl-CoA(4-) and a 4,5-saturated-trans-2-enoyl-CoA(4-). It derives from a (2E)-decenoate. It is a conjugate base of a trans-dec-2-enoyl-CoA. CCCCCCC/C=C/C(=O)SCCNC(=O)CCNC(=O)[C@@H](C(C)(C)COP(=O)([O-])OP(=O)([O-])OC[C@@H]1[C@H]([C@H]([C@@H](O1)N2C=NC3=C(N=CN=C32)N)O)OP(=O)([O-])[O-])O